((2R,4R,5R)-5-(benzoyloxy)-2-ethynyl-4-(p-tolylthio)tetrahydrofuran-2-yl)methyl benzoate C(C1=CC=CC=C1)(=O)OC[C@]1(O[C@@H]([C@@H](C1)SC1=CC=C(C=C1)C)OC(C1=CC=CC=C1)=O)C#C